bis[2-(2-hydroxyphenoxy)ethyl]Ether OC1=C(OCCOCCOC2=C(C=CC=C2)O)C=CC=C1